C(C)C1=CC=C(C=N1)C=1NC(=NN1)SC(C(=O)C1=CC(=CC=C1)F)C 2-{[5-(6-ethylpyridin-3-yl)-4H-1,2,4-triazol-3-yl]sulfanyl}-1-(3-fluorophenyl)propan-1-one